C(N)(=O)C1=C(C(=CC(=C1)Cl)C)NC(=O)C=1N(N=C(C1)CC)C1=NC=CC=C1Cl N-(2-carbamoyl-4-chloro-6-methyl-phenyl)-2-(3-chloro-2-pyridyl)-5-(methyl-methyl)pyrazole-3-carboxamide